(R)-N-(8-fluoro-2-methylimidazo[1,2-a]pyridin-6-yl)-8-(pyrrolidin-3-yloxy)quinoxaline-5-carboxamide bis(2,2,2-trifluoroacetate) FC(C(=O)O)(F)F.FC(C(=O)O)(F)F.FC=1C=2N(C=C(C1)NC(=O)C=1C=3N=CC=NC3C(=CC1)O[C@H]1CNCC1)C=C(N2)C